(2R,5R)-5-((R)-2-(3-hydroxypyridin-2-yl)-4,5-dihydrooxazol-4-yl)-1-methylpyrrolidine-2-carboxylic acid OC=1C(=NC=CC1)C=1OC[C@H](N1)[C@H]1CC[C@@H](N1C)C(=O)O